C(CCC)(=O)N1CC(CCC1)C(C)NS(=O)(=O)C1=CC=C(C2=CC=CC=C12)NC(C1=C(C=CC=C1)C)=O N-(4-(N-(1-(1-butyrylpiperidin-3-yl)ethyl)sulfamoyl)naphthalen-1-yl)-2-methylbenzamide